CC1(CC1)CN (1-methylcyclopropyl)methylamine